C1(CC1)[C@H](C)NC(=O)C1=CC(=NN1)C=1C=C(C=CC1)C=1OC(=CN1)C(=O)NC(C1CC1)C1CC1 (S)-2-(3-(5-((1-cyclopropylethyl)carbamoyl)-1H-pyrazol-3-yl)phenyl)-N-(dicyclopropylmethyl)oxazole-5-carboxamide